O1N=C(C=C1)C(CC/C=C/C[C@@H](C=1N(C=C(N1)C=1C=C2C=CC(=NC2=CC1OC)C)COCC[Si](C)(C)C)NC(OC(C)(C)C)=O)=O (S,E)-tert-butyl (7-(isoxazol-3-yl)-1-(4-(7-methoxy-2-methylquinolin-6-yl)-1-((2-(trimethylsilyl)ethoxy)methyl)-1H-imidazol-2-yl)-7-oxohept-3-en-1-yl)carbamate